tert-butyl N-[(1s,4s)-4-{[5-(1,2,3-benzotriazole-1-carbonyl)-2-(methylsulfanyl)pyrimidin-4-yl]amino}cyclohexyl]carbamate N1(N=NC2=C1C=CC=C2)C(=O)C=2C(=NC(=NC2)SC)NC2CCC(CC2)NC(OC(C)(C)C)=O